2-Chloro-N4-[3-(1,1-dimethylethyl)phenyl]-5-methylpyrimidin-4-amine ClC1=NC=C(C(=N1)NC1=CC(=CC=C1)C(C)(C)C)C